C(C)(C)(C)OC(=O)N1C2CN(C(C1)CC2)S(=O)(=O)C2=C(C=CC=C2)C#N.CC=CC(=O)OCCC[Si](OC)(OC)OC γ-methylacryloxypropyl-trimethoxysilane tert-Butyl-5-((2-cyanophenyl)sulfonyl)-2,5-diazabicyclo[2.2.2]octane-2-carboxylate